(2-(3-(1-methyl-1H-pyrazol-3-yl)phenyl)pyrimidin-4-yl)methanol CN1N=C(C=C1)C=1C=C(C=CC1)C1=NC=CC(=N1)CO